4-[3-(2-fluoro-4-methyl-phenoxy)-7,8-dihydro-5H-1,6-naphthyridin-6-yl]-5-methyl-thieno[2,3-d]pyrimidine FC1=C(OC=2C=NC=3CCN(CC3C2)C=2C3=C(N=CN2)SC=C3C)C=CC(=C1)C